N,N-diallyl-3-(N-(4-bromophenyl)sulfamoyl)-4-chlorobenzamide C(C=C)N(C(C1=CC(=C(C=C1)Cl)S(NC1=CC=C(C=C1)Br)(=O)=O)=O)CC=C